4'-((6-butyl-5-(3,4-dihydroquinolin-1(2H)-yl)-2,4-dihydroxypyridin-3-yl)sulfonyl)-[1,1'-biphenyl]-2-carboxamide C(CCC)C1=C(C(=C(C(=N1)O)S(=O)(=O)C1=CC=C(C=C1)C=1C(=CC=CC1)C(=O)N)O)N1CCCC2=CC=CC=C12